N1N=CC=C1C1=CC=C(C=C1)[C@H]1[C@@H](C1)N[C@@H]1CC[C@@H](CC1)N (cis)-N1-((1R,2S)-2-(4-(1H-pyrazol-5-yl)phenyl)cyclopropyl)cyclohexane-1,4-diamine